6-Morpholine-4-yl-N,N1-dipyridin-3-yl-[1,3,5]triazine-2,4-diamine N1(CCOCC1)C1=NC(=NC(N1C=1C=NC=CC1)NC=1C=NC=CC1)N